CN1C=NC2=C1C(=C(C=C2C2=CC=C(C=C2)OC(F)(F)F)CNC(C=C)=O)C=2C=NNC2 N-[[3-methyl-4-(1H-pyrazol-4-yl)-7-[4-(trifluoromethoxy)phenyl]benzimidazol-5-yl]methyl]prop-2-enamide